BrC=1C=CC2=C(N(C(C(CC2)NC(C(=O)OCC)=O)=O)C)C1 ethyl 2-((8-bromo-1-methyl-2-oxo-2,3,4,5-tetrahydro-1H-benzo[b]azepin-3-yl)amino)-2-oxoacetate